methyl (S)-2-benzyl-3-((1R,3R)-3-(methoxycarbonyl)cyclohexyl)-7-methyl-3,7,8,9-tetrahydro-6H-imidazo[4,5-f]quinoline-6-carboxylate C(C1=CC=CC=C1)C=1N(C=2C(=C3CC[C@@H](N(C3=CC2)C(=O)OC)C)N1)[C@H]1C[C@@H](CCC1)C(=O)OC